N-methyl-6-oxo-8-(4-(trifluoromethyl)phenyl)octahydro-2H-pyrazino[1,2-a]pyrazine-2-sulfonamide CNS(=O)(=O)N1CC2N(CC1)C(CN(C2)C2=CC=C(C=C2)C(F)(F)F)=O